4-(2-benzothiazolyl)phenylamine S1C(=NC2=C1C=CC=C2)C2=CC=C(C=C2)N